C1(=CC=CC=C1)N1C(CC(CC1)=O)=O 1-phenylpiperidine-2,4-dione